methyl 3-[3-[bis[(4-methoxyphenyl)methyl]sulfamoyl]azetidin-1-yl]-2-chloro-5-fluoro-benzoate COC1=CC=C(C=C1)CN(S(=O)(=O)C1CN(C1)C=1C(=C(C(=O)OC)C=C(C1)F)Cl)CC1=CC=C(C=C1)OC